COC(NC1=CC=C2C3=CNC([C@H](CCCCC(NC2=C1)=O)NC(\C=C\C1=C(C=CC(=C1)Cl)N1N=NN=C1)=O)=N3)=O {(S)-14-[(E)-3-(5-Chloro-2-tetrazol-1-yl-phenyl)-acryloylamino]-9-oxo-8,16,18-triaza-tricyclo[13.2.1.02,7]octadeca-1(17),2,4,6,15(18)-pentaen-5-yl}-carbamic Acid methyl ester